CN1C=NC(=C1)C=O (1-methyl-1H-imidazol-4-yl)-methanone